bis(3-(2-(dimethylamino)ethyl)-1H-indol-1-yl)methanone CN(CCC1=CN(C2=CC=CC=C12)C(=O)N1C=C(C2=CC=CC=C12)CCN(C)C)C